tert-butyl (4-(2-((3R,5S)-4-acetyl-3,5-dimethylpiperazin-1-yl)ethoxy)phenyl)carbamate C(C)(=O)N1[C@@H](CN(C[C@@H]1C)CCOC1=CC=C(C=C1)NC(OC(C)(C)C)=O)C